4,6-dimethoxy-2-methylsulfonyl-5-trifluoromethyl-pyrimidine COC1=NC(=NC(=C1C(F)(F)F)OC)S(=O)(=O)C